C(C)(C)(C)OC(=O)N1[C@H](CC(C1)C1=CC2=C(N=CN=C2N)N1C)C (2S)-4-{4-amino-7-methyl-7H-pyrrolo[2,3-d]pyrimidin-6-yl}-2-methylpyrrolidine-1-carboxylic acid tert-butyl ester